CN1C(=NN=C1)C=1C=NN(C1C1=CC(=CC=C1)B1OC(C(O1)(C)C)(C)C)C 4-Methyl-3-(1-methyl-5-(3-(4,4,5,5-tetramethyl-1,3,2-dioxaborolan-2-yl)phenyl)-1H-pyrazol-4-yl)-4H-1,2,4-triazole